octahydropyrrolo[1,2-a][1,5]diazocin-6(1H)-one C1C2N(C(CCNC1)=O)CCC2